4-(3-isobutylcarbamoylbenzofuran-2-yl)benzonitrile C(C(C)C)NC(=O)C1=C(OC2=C1C=CC=C2)C2=CC=C(C#N)C=C2